ClC(=O)N(CC(=O)OC(C)(C)C)CCOP(=O)(OC(C)(C)C)OC(C)(C)C tert-butyl N-(chlorocarbonyl)-N-(2-((di-tert-butoxyphosphoryl)oxy)ethyl)glycinate